N-[(4-fluorophenyl)methyl]-4-methyl-3,5-dinitrobenzamide FC1=CC=C(C=C1)CNC(C1=CC(=C(C(=C1)[N+](=O)[O-])C)[N+](=O)[O-])=O